C[Si](OCC)(OCC)OCC Methyltri-ethoxysilan